(1R,6R)-2,2-difluoro-6-((R)-5H-imidazo[5,1-a]isoindol-5-yl)cyclohexan-1-ol FC1([C@@H]([C@H](CCC1)[C@H]1N2C(C3=CC=CC=C13)=CN=C2)O)F